tetrahydro-2'H-spiro[cyclopropane-1,1'-indolizin]-3'(5'H)-one C12(CC(N3CCCCC13)=O)CC2